4-(2'-(2-hydroxy-prop-2-yl)-[3,4'-bipyridyl]-5-yl)-N,N-dimethylbenzamide OC(C)(C)C1=NC=CC(=C1)C=1C=NC=C(C1)C1=CC=C(C(=O)N(C)C)C=C1